3-[3-[4-(2,2-dimethoxyethyl)-1-piperidinyl]-2-fluorophenyl]-piperidine-2,6-dione COC(CC1CCN(CC1)C=1C(=C(C=CC1)C1C(NC(CC1)=O)=O)F)OC